FC(CC=1C=C2C(=NC=NC2=CC1)N[C@H]1CN(CC1)CC1CCC(CC1)NS(=O)(=O)CC)(F)F |r| N-((1R,4R)-4-(((RS)-3-((6-(2,2,2-trifluoroethyl)quinazolin-4-yl)amino)pyrrolidin-1-yl)methyl)cyclohexyl)ethanesulfonamide